(2Z)-3-phenylprop-2-enoate C1(=CC=CC=C1)\C=C/C(=O)[O-]